C(C=1C(C(=O)O)=CC=CC1)(=O)O.C1(=CC=CC=C1)C(C1=CC=CC=C1)C1=CC=CC=C1 triphenylmethane phthalate